4-((2-t-Butyldiphenylsiloxy)ethyl)phenol O([Si](C1=CC=CC=C1)(C1=CC=CC=C1)C(C)(C)C)CCC1=CC=C(C=C1)O